CC(OC(COCCOCCOCCOC1=CC=C(CN2C=CC3=CC=C(C=C23)C(=O)OC)C=C1)=O)(C)C Methyl 1-(4-((13,13-dimethyl-11-oxo-3,6,9,12-tetraoxatetradecyl)oxy)benzyl)-1H-indole-6-carboxylate